NC1=NC=NN2C1=C(C=C2C)C2=C(C=C(C=C2)C2=C(C(N(C=C2)C2=CC=C(C=C2)F)=O)C(=O)N)F [4-(4-amino-7-methylpyrrolo[2,1-f][1,2,4]triazin-5-yl)-3-fluorophenyl]-1-(4-fluorophenyl)-2-oxo-1,2-dihydropyridine-3-carboxamide